(1s,4s)-4-((5-(3-(2,2-difluoroethyl)-2-methyl-3H-imidazo[4,5-b]pyridin-5-yl)pyrrolo[2,1-f][1,2,4]triazin-2-yl)amino)-1-methylcyclohexan-1-ol FC(CN1C(=NC=2C1=NC(=CC2)C=2C=CN1N=C(N=CC12)NC1CCC(CC1)(O)C)C)F